L-2,6-di-tert-butyl-4-methylphenol C(C)(C)(C)C1=C(C(=CC(=C1)C)C(C)(C)C)O